DL-α-Phenylglycine C1(=CC=CC=C1)[C@@H](N)C(=O)O |r|